methyl (1R,2'R,4S,7'S)-4-(3-Chloroanilino)-7'-[(2R)-3-hydroxy-2-methylpropyl]-2'-methyl-2',3',7',8'-tetrahydrospiro[cyclohexane-1,6'-indeno[5,6-B][1,4]dioxine]-4-carboxylate ClC=1C=C(NC2(CCC3([C@H](CC4=CC=5O[C@@H](COC5C=C34)C)C[C@H](CO)C)CC2)C(=O)OC)C=CC1